COC=1C=NC=C(C#N)C1 5-methoxynicotinonitrile